CC1=NC=CC=C1N 2-methyl-pyridin-3-amine